ClC=1C=C(C=C2C=CNC(C12)=O)N1CCC(CC1)C1CCN(CC1)C(C(C)(C1=CC=CC=C1)C)=O 8-chloro-6-(1'-(2-methyl-2-phenylpropanoyl)-4,4'-bipiperidin-1-yl)isoquinolin-1(2H)-one